OC(CN1CC=2N(CC1)C=C(N2)C(=O)OCC2=CC=CC=C2)(C)C benzyl 7-(2-hydroxy-2-methylpropyl)-5,6,7,8-tetrahydroimidazo[1,2-a]pyrazine-2-carboxylate